4-(2-methoxy-3-(1-methyl-1H-1,2,4-triazol-3-yl)anilino)-N-(methyl-d3)pyridine-3-carboxamide COC1=C(NC2=C(C=NC=C2)C(=O)NC([2H])([2H])[2H])C=CC=C1C1=NN(C=N1)C